O=C1NC(CCC1N1C(C2=CC=C(C=C2C1=O)N1CCN(CC1)CCCCOC1=CC=C(C=C1)\C(=C(\CC)/C1=CC=CC=C1)\C1=CC=C(C=C1)O)=O)=O (Z)-2-(2,6-Dioxopiperidin-3-yl)-5-(4-(4-(4-(1-(4-hydroxyphenyl)-2-phenylbut-1-en-1-yl)phenoxy)butyl)piperazin-1-yl)isoindolin-1,3-dion